FC1=C(C(=CC=C1)F)CNC(O[C@H]1[C@H](NC[C@@H]1O)CC1=CC=C(C=C1)OC)=O (2R,3S,4S)-4-hydroxy-2-[(4-methoxyphenyl)methyl]pyrrolidin-3-yl N-[(2,6-difluorophenyl)methyl]carbamate